N1C(=CC2=CC=CC=C12)CC(CCCN)NC1CCCC=2C=CC=NC12 1H-indol-2-ylmethyl-N1-(5,6,7,8-tetrahydroquinolin-8-yl)-butane-1,4-diamine